FC1=C(C(=O)C2=NNC3=NC=C(C=C32)C3=CC=C(C=C3)S(=O)(=O)N)C(=CC=C1S(=O)(=O)C)F 4-(3-(2,6-difluoro-3-(methylsulfonyl)benzoyl)-1H-pyrazolo[3,4-b]pyridin-5-yl)benzenesulfonamide